bis(trifluoromethyl)-2,2'-bipyridine FC(F)(F)C1=C(C(=NC=C1)C1=NC=CC=C1)C(F)(F)F